octadecyldimethyl-[3-(methyldimethoxysilyl)propyl]ammonium chloride [Cl-].C(CCCCCCCCCCCCCCCCC)[N+](CCC[Si](OC)(OC)C)(C)C